3-(bromomethyl)-2-methylpyridine BrCC=1C(=NC=CC1)C